4-(4-(4-(((1r,3r)-3-(hydroxymethyl)cyclobutyl)methoxy)phenyl)piperidin-1-yl)-2-(trifluoromethyl)benzonitrile OCC1CC(C1)COC1=CC=C(C=C1)C1CCN(CC1)C1=CC(=C(C#N)C=C1)C(F)(F)F